oleyl-stearyl alcohol C(CCCCCCC\C=C/CCCCCCCC)CCCCCCCCCCCCCCCCCCO